C(C=CC=CCCCCCCCCCCC)(=O)N1CCCCC1 2,4-Hexadecadienoic acid piperidide